3-(2-chlorophenyl)-1H-pyrazol-5-amine ClC1=C(C=CC=C1)C1=NNC(=C1)N